[Si]([O-])([O-])([O-])[O-].[Ba+2].[La+3].[B+3].[Si]([O-])([O-])([O-])[O-] boron-lanthanum-barium silicate